Ethanesulfonic acid (4-fluoro-3-{[6-fluoro-5-(5-methyl-1H-pyrrolo[2,3-b]pyridin-3-ylmethyl)-pyridin-2-ylamino]-methyl}-phenyl)-amide FC1=C(C=C(C=C1)NS(=O)(=O)CC)CNC1=NC(=C(C=C1)CC1=CNC2=NC=C(C=C21)C)F